carbamoylbenzyl (4-nitrophenyl) carbonate C(OC(C1=CC=CC=C1)C(N)=O)(OC1=CC=C(C=C1)[N+](=O)[O-])=O